tert-butyl (1S,4S)-5-(7-bromo-2-chloro-8-fluoro-6-iodoquinazolin-4-yl)-2,5-diazabicyclo[2.2.1]heptane-2-carboxylate BrC1=C(C=C2C(=NC(=NC2=C1F)Cl)N1[C@@H]2CN([C@H](C1)C2)C(=O)OC(C)(C)C)I